2-(2-chloro-6-fluorophenyl)-4-((4-(2-oxopyrrolidin-3-yl)phenyl)-amino)-6,7-dihydro-5H-pyrrolo[3,4-d]pyrimidin-5-one ClC1=C(C(=CC=C1)F)C=1N=C(C2=C(N1)CNC2=O)NC2=CC=C(C=C2)C2C(NCC2)=O